ClC1=CC=C(C=C1)C=1C=C(C(N(N1)C=1C=NN(C1)C)=O)C(=O)N[C@H]1CCC2=CC(=C(C=C12)F)F (S)-6-(4-chlorophenyl)-N-(5,6-difluoro-2,3-dihydro-1H-inden-1-yl)-2-(1-methyl-1H-pyrazol-4-yl)-3-oxo-2,3-dihydropyridazine-4-carboxamide